CC1(C(OB(O1)C1=C2CNC(C2=CC=C1)=O)(C)C)C 4-(tetramethyl-1,3,2-dioxaborolan-2-yl)-2,3-dihydro-1H-isoindol-1-one